lauric acid (methyl)acrylate COC(C=C)=O.C(CCCCCCCCCCC)(=O)O